N'-(5-methoxy-2-hydroxybenzylidene)-2-((3-fluorophenyl)amino)butanoyl-hydrazine COC=1C=CC(=C(C=NNC(C(CC)NC2=CC(=CC=C2)F)=O)C1)O